C([C@@H]1[C@H]([C@@H]([C@H](O1)OC[C@@H]2[C@H]([C@@H]([C@H](O2)OC[C@@H]3[C@H]([C@@H]([C@H](O3)OC[C@@H]4[C@H]([C@@H]([C@H](O4)OC[C@@H]5[C@H]([C@@H]([C@H](O5)OC[C@@H]6[C@H]([C@@H]([C@H](O6)OC[C@@H]7[C@H]([C@@H]([C@H](O7)OC[C@@H]8[C@H]([C@@H]([C@H](O8)OC[C@@H]9[C@H]([C@@H]([C@H](O9)OC[C@@H]1[C@H]([C@@H]([C@H](O1)OC[C@@H]1[C@H]([C@@H](C(O1)O)O)O)O)O)O)O)O)O)O)O)O)O[C@@H]1[C@H]([C@@H]([C@H](O1)CO[C@@H]1[C@H]([C@@H]([C@H](O1)CO[C@@H]1[C@H]([C@@H]([C@H](O1)CO[C@@H]1[C@H]([C@@H]([C@H](O1)CO[C@@H]1[C@H]([C@@H]([C@H](O1)CO)O)O)O[C@@H]1[C@H]([C@@H]([C@H](O1)CO)O)O)O)O)O)O)O)O)O)O)O)O)O)O)O)O)O[C@@H]1[C@H]([C@@H]([C@H](O1)CO)O)O)O)O)O The molecule is an oligosaccharide (octadecasaccharide) consisting of a linear sequence of six D-arabinofuranose residues all linked alpha(1->5), to the residue distal from the reducing end are added via alpha(1->3) and alpha(1->5) linkages two branched sequences of alpha-D-arabinofuranosyl-(1->3)-[alpha-D-arabinofuranosyl-(1->5)]-alpha-D-arabinofuranosyl-(1->5)-alpha-D-arabinofuranosyl-(1->5)-alpha-D-arabinofuranosyl-(1->5)-alpha-D-arabinofuranosyl.